C(C)(=O)OCC1=CC(=C(C(=O)OC)C=C1B1OC(C(O1)(C)C)(C)C)C(F)(F)F methyl 4-(acetoxymethyl)-5-(4,4,5,5-tetramethyl-1,3,2-dioxaborolan-2-yl)-2-(trifluoromethyl)benzoate